N,N-diphenyl-4-(7-(4-(5-phenyl-1,3,4-oxadiazol-2-yl)phenyl)-9,9-dipropyl-9H-fluoren-2-yl)aniline C1(=CC=CC=C1)N(C1=CC=C(C=C1)C1=CC=2C(C3=CC(=CC=C3C2C=C1)C1=CC=C(C=C1)C=1OC(=NN1)C1=CC=CC=C1)(CCC)CCC)C1=CC=CC=C1